2-(((1s,4s)-4-((5-(1-(2,2-difluoroethyl)-2-methyl-1H-benzo[d]imidazol-6-yl)-7H-pyrrolo[2,3-d]pyrimidin-2-yl)amino)cyclohexyl)oxy)ethan-1-ol FC(CN1C(=NC2=C1C=C(C=C2)C2=CNC=1N=C(N=CC12)NC1CCC(CC1)OCCO)C)F